C(#N)C1=CC(=NC=C1)N1C=C(C2=C1N=CN=C2N2CCN(CC2)C(=O)OC(C)(C)C)C2=C(C=CC=C2)F tert-butyl 4-[7-(4-cyanopyridin-2-yl)-5-(2-fluorophenyl)-7H-pyrrolo[2,3-d]pyrimidin-4-yl]piperazine-1-carboxylate